Trimethyl-[4-(2-octyldodecyl)thiophen-2-yl]stannane C[Sn](C=1SC=C(C1)CC(CCCCCCCCCC)CCCCCCCC)(C)C